OC1=NOC(=C1)C(C(=O)O)C(C)C 2-(3-hydroxyisoxazol-5-yl)-3-methyl-butyric acid